FC1=CC=CC=2C3CC[C@@]4(C(C[C@H](C4C3CCC12)CCC(=O)NC1=NC=C(C=C1)F)=O)C 3-((13S,15R)-4-fluoro-13-methyl-17-oxo-7,8,9,11,12,13,14,15,16,17-decahydro-6H-cyclopenta[a]phenanthren-15-yl)-N-(5-fluoropyridin-2-yl)propanamide